3-{5-[9-(1-benzyl-3,3-difluoropiperidin-4-yl)-3,9-diazaspiro[5.5]undecan-3-yl]-3-methyl-2-oxo-1,3-benzodiazol-1-yl}piperidine-2,6-dione C(C1=CC=CC=C1)N1CC(C(CC1)N1CCC2(CCN(CC2)C2=CC3=C(N(C(N3C)=O)C3C(NC(CC3)=O)=O)C=C2)CC1)(F)F